(Z)-tert-Butyl 10-((dimethylamino)methylene)-8-methylene-11-oxo-3,4,8,9,10,11-hexahydro-1H-pyrido[4',3':3,4]pyrazolo[1,5-a]azepine-2(7H)-carboxylate CN(C)\C=C\1/C(C=2N(CC(C1)=C)N=C1C2CN(CC1)C(=O)OC(C)(C)C)=O